6-((1S,2S)-2-(4,4,5,5-tetramethyl-1,3,2-dioxaborolan-2-yl)cyclopropyl)-2-(trifluoromethyl)benzo[d]thiazole CC1(OB(OC1(C)C)[C@@H]1[C@H](C1)C1=CC2=C(N=C(S2)C(F)(F)F)C=C1)C